FC1=C(C=C(C(=C1)F)O)C 4,6-difluoro-3-methylphenol